(Z)-2-(1-(4-(4-Fluorophenoxy)benzylidene)-6-methoxy-1H-inden-3-yl)acetic acid FC1=CC=C(OC2=CC=C(\C=C/3\C=C(C4=CC=C(C=C34)OC)CC(=O)O)C=C2)C=C1